P(=O)(O)(O)OC[C@H]([C@H](C(C)=O)O)O deoxy-D-ribulose 5-phosphate